N5-(2-(1H-1,2,4-triazol-1-yl)ethyl)-N2-(4-fluorophenyl)pyridine-2,5-diamine N1(N=CN=C1)CCNC=1C=CC(=NC1)NC1=CC=C(C=C1)F